2-Fluoro-5-((6-fluoro-4-methyl-1H-indol-5-yl)oxy)benzohydrazide FC1=C(C(=O)NN)C=C(C=C1)OC=1C(=C2C=CNC2=CC1F)C